CN(C1(CCC2(CN(C(N2)=O)CC2=CC(=NC=C2)N2CCN(CC2)C)CC1)C1=CC=CC=C1)C 8-(dimethylamino)-3-((2-(4-methylpiperazin-1-yl)pyridin-4-yl)methyl)-8-phenyl-1,3-diazaspiro[4.5]Decan-2-one